tert-butyl 3-oxo-6-[6-(pyridine-4-carbonylamino)-1H-pyrrolo[2,3-b]pyridin-3-yl]spiro[2H-indene-1,4'-piperidine]-1'-carboxylate O=C1CC2(CCN(CC2)C(=O)OC(C)(C)C)C2=CC(=CC=C12)C1=CNC2=NC(=CC=C21)NC(=O)C2=CC=NC=C2